CN(C1=CC=C(/C=C/C2=NC=C(C(=O)NC3=CN(C(=C3)C(NCCCCN3CCCCC3)=O)C)C=C2)C=C1)C (E)-6-(4-(dimethylamino)styryl)-N-(1-methyl-5-((4-(piperidin-1-yl)butyl)carbamoyl)-1H-pyrrol-3-yl)nicotinamide